6-(3-Bromo-1-(3-chloropyridin-2-yl)-1H-pyrazol-5-carboxamido)-5-methyl-N-(pentan-2-yl)pyrazolo[1,5-a]pyridin-7-carboxamid BrC1=NN(C(=C1)C(=O)NC=1C(=CC=2N(C1C(=O)NC(C)CCC)N=CC2)C)C2=NC=CC=C2Cl